3-fluoro-4-hydroxycyclohexane-1-carboxylic acid FC1CC(CCC1O)C(=O)O